Cl.NC1CCN(CC1)C1=NC(=CC(=C1)OCCCCCCC(=O)NO)C1=CC(=C(C=C1)C#N)F 7-((2-(4-aminopiperidin-1-yl)-6-(4-cyano-3-fluorophenyl)pyridin-4-yl)oxy)-N-hydroxyheptanamide hydrochloride